dimethyl 6-benzyl-5-oxo-6-azaspiro[3.4]oct-7-ene-7,8-dicarboxylate C(C1=CC=CC=C1)N1C(C2(CCC2)C(=C1C(=O)OC)C(=O)OC)=O